monosec-butoxyaluminum C(C)(CC)O[Al]